FC1(OC2=C(O1)C=C(C(=C2)C2=CC=C(S2)NC(=O)C2=C(C=CC=C2)F)C)F N-[5-(2,2-difluoro-6-methylbenzo[d]1,3-dioxolan-5-yl)(2-thienyl)](2-fluorophenyl)carboxamide